4-[(2-pyridylmethylene)amino]phenol N1=C(C=CC=C1)C=NC1=CC=C(C=C1)O